2,5-dioxopyrrolidin-1-yl 3',6'-dihydroxy-3-oxo-3H-spiro[isobenzofuran-1,9'-xanthene]-6-carboxylate OC=1C=CC=2C3(C4=CC=C(C=C4OC2C1)O)OC(C1=CC=C(C=C13)C(=O)ON1C(CCC1=O)=O)=O